8-bromo-3-methyl-1,3,4,5-tetrahydrobenzo[c][1,7]naphthyridin BrC=1C=CC=2C(=CNC3CN(CCC23)C)C1